N(N)C=1N=NC2=C(NC=3C(=CC=CC23)C)N1 3-hydrazino-6-methyl-5H-[1,2,4]triazino[5,6-B]indole